CCCCCCCCC=CC=CCCCCCC 9,11-octadecadiene